FC1(CCC(CC1)C1=NC=CC(=C1NC(CN1CCOCC1)=O)C1=C(C=CC(=C1)F)F)F N-(2-(4,4-difluorocyclohexyl)-4-(2,5-difluorophenyl)pyridin-3-yl)-2-morpholinylacetamide